ClC1=C(C(=C(C(=C1Cl)Cl)CS)Cl)CS 2,3,4,6-tetrachloro-1,5-dimercaptomethylbenzene